2-((E)-((E)-3-bromo-5-methoxy-4-((E)-3-(3-methoxyphenyl)acryloyloxy)benzylidene)amino)-3-methylbutanoic acid BrC=1C=C(\C=N\C(C(=O)O)C(C)C)C=C(C1OC(\C=C\C1=CC(=CC=C1)OC)=O)OC